C1(=CC=C(C=C1)N(C1=CC=C(C=C1)C1=CC=C(S1)C=O)C1=CC=C(C=C1)C)C 5-(4-(di-p-toluylamino)phenyl)thiophene-2-formaldehyde